benzyl-carbamat C(C1=CC=CC=C1)NC([O-])=O